NC=1C2=C(N=CN1)N(C(=C2C(=O)NC2=CC=C(C=C2)COC)C#CC2=C(C=CC=C2)OC)C2(CC2)C 4-amino-N-(4-(methoxymethyl)phenyl)-6-((2-methoxyphenyl)ethynyl)-7-(1-methylcyclopropyl)-7H-pyrrolo[2,3-d]pyrimidine-5-carboxamide